N[C@@H]1C[C@@H]2N(C(CCN(C2=O)[C@@H](CNS(=O)(=O)C2=CC(=C(C=C2)Cl)Cl)CC(C)C)CCC2=CC=CC=C2)C1 N-((2R)-2-((8R,9aS)-8-amino-1-oxo-5-phenethylhexahydro-1H-pyrrolo[1,2-a][1,4]diazepin-2(3H)-yl)-4-methylpentyl)-3,4-dichlorobenzenesulfonamide